(R)-7-(6-(1-(2,2-difluoro-1-(4-fluorophenyl)propyl)-1H-pyrazol-4-yl)pyrazin-2-yl)-8-fluoro-[1,2,4]triazolo[1,5-a]pyridin-2-amine FC([C@@H](C1=CC=C(C=C1)F)N1N=CC(=C1)C1=CN=CC(=N1)C1=C(C=2N(C=C1)N=C(N2)N)F)(C)F